4-((S)-4,4-difluoro-1-((S)-1-oxo-1-((1-(3,4,5-trifluorobenzyl)-1H-imidazol-4-yl)amino)propan-2-yl)piperidin-3-yl)pyridine 1-oxide FC1([C@H](CN(CC1)[C@H](C(NC=1N=CN(C1)CC1=CC(=C(C(=C1)F)F)F)=O)C)C1=CC=[N+](C=C1)[O-])F